Tert-butyl ((1S,2S)-2-fluorocyclopropyl)carbamate F[C@@H]1[C@H](C1)NC(OC(C)(C)C)=O